3-cyclohexylbenzenesulfonyl chloride C1(CCCCC1)C=1C=C(C=CC1)S(=O)(=O)Cl